(4-(2-chlorophenyl)thiazol-2-yl)-N4,N4-dimethylterephthalamide ClC1=C(C=CC=C1)C=1N=C(SC1)C1=C(C(=O)N)C=CC(=C1)C(=O)N(C)C